6-azido-1-cyano-3,3-dimethyl-2-hexanone N(=[N+]=[N-])CCCC(C(CC#N)=O)(C)C